2,5,6-trichloropyrimidin-4-ol ClC1=NC(=C(C(=N1)O)Cl)Cl